BrCCCCCCCCCCC1=C(C(=C(C(=C1C)OC)OC)OC)OC (10-bromodecyl)-2,3,4,5-tetramethoxy-6-methyl-benzene